(1,4,5,6-tetrahydropyrrolo[3,4-c]pyrazol-3-yl)methanone hydrochloride Cl.N1N=C(C2=C1CNC2)C=O